BrC1=CC(=C(C(=C1)C)S(=O)(=O)N1CCN(C2=CC=CC(=C12)C)C)C 4-(4-bromo-2,6-dimethylbenzenesulfonyl)-1,5-dimethyl-1,2,3,4-tetrahydroquinoxaline